OC=1C=NC2=C(CCN(CC2)C(=O)OC(C)(C)C)N1 tert-butyl 2-hydroxy-5,6,8,9-tetrahydro-7H-pyrazino[2,3-d]azepine-7-carboxylate